4,7-difluoro-2-(pyrrolidin-1-yl)-8H-dibenzo[3,4:6,7]cyclohepta[1,2-b]thiophen-8-ol FC1=CC=C(C2=C1C1=C(SC(=C1)N1CCCC1)C1=C(C2O)C=CC=C1)F